isopropenylboronic acid pinacol ester C(=C)(C)B1OC(C)(C)C(C)(C)O1